[PH2](=O)NC=1OC=CN1 2-((phosphinyl)amino)-oxazole